4-amino-N-[(1R,3S)-3-ethynylcyclohexyl]-3-methoxybenzamide NC1=C(C=C(C(=O)N[C@H]2C[C@H](CCC2)C#C)C=C1)OC